C(C)C=1CC(C(CC1)C(=O)O)C(=O)O 4-ethyl-4-cyclohexene-1,2-dicarboxylic acid